5-(6-(7,8-dimethyl-[1,2,4]triazolo[4,3-b]pyridazin-6-yl)-5,6,7,8-tetrahydro-1,6-naphthyridin-3-yl)-N,N-dimethylpyridin-2-amine CC1=C(C=2N(N=C1N1CC=3C=C(C=NC3CC1)C=1C=CC(=NC1)N(C)C)C=NN2)C